5-Amino-3-[2-(1-cyclopropyl-6-fluoro-2-methyl-1,3-benzodiazol-5-yl)ethynyl]-1-[(3S,5R)-5-[(1R)-1-hydroxyethyl]-1-(prop-2-enoyl)pyrrolidin-3-yl]pyrazole-4-carboxamide NC1=C(C(=NN1[C@@H]1CN([C@H](C1)[C@@H](C)O)C(C=C)=O)C#CC1=CC2=C(N(C(=N2)C)C2CC2)C=C1F)C(=O)N